2-(4-cyclopropyl-6-methoxypyrimidin-5-yl)-3-fluoro-N-(1-(4-(1-isopropyl-4-(trifluoromethyl)-1H-imidazol-2-yl)phenyl)ethyl)-5-methoxypyridin-4-amine C1(CC1)C1=NC=NC(=C1C1=NC=C(C(=C1F)NC(C)C1=CC=C(C=C1)C=1N(C=C(N1)C(F)(F)F)C(C)C)OC)OC